3-Hydroxypropylmethacrylamide OCCCC=C(C(=O)N)C